7-(1H-indol-4-yl)-1-(2-(tetrahydro-2H-pyran-4-yl)ethyl)-3,4-dihydropyrazino[2,3-b]pyrazin-2(1H)-one N1C=CC2=C(C=CC=C12)C1=CN=C2C(=N1)N(C(CN2)=O)CCC2CCOCC2